(R)-2-(3,3-dimethyl-4-(5-oxo-4,5-dihydropyrazine-2-carbonyl)piperazin-1-yl)-N-(5-(4-fluorophenoxy)pyridin-2-yl)propenamide CC1(CN(CCN1C(=O)C=1N=CC(NC1)=O)C(C(=O)NC1=NC=C(C=C1)OC1=CC=C(C=C1)F)=C)C